(5-(1-((2-fluorophenyl)sulfonyl)-1,2,5,6-tetrahydropyridin-4-yl)-3-hydroxy-pyridine-2-carbonyl)glycine FC1=C(C=CC=C1)S(=O)(=O)N1CC=C(CC1)C=1C=C(C(=NC1)C(=O)NCC(=O)O)O